7-((1-methyl-1H-pyrazol-3-yl)amino)-3,4-dihydroisoquinolin-1(2H)-one CN1N=C(C=C1)NC1=CC=C2CCNC(C2=C1)=O